C1(=C(C(=CC(=C1)C)C)C(C(=O)OC(C(C(C)OC(C1=CC=CC=C1)=O)C)C)=O)C 3-methyl-2,4-pentanediol benzoate mesitylglyoxylate